Cl.ClC1=NC(=CC(=C1)CCC(C(=O)OCC1CCN(CC1)C=1C=CC=C2C(=NN(C12)C)C=1C(=NC(=CC1)OCC1=CC=CC=C1)OCC1=CC=CC=C1)(C)N)Cl (1-(3-(2,6-bis(benzyloxy)pyridin-3-yl)-1-methyl-1H-indazol-7-yl)piperidin-4-yl)methanol (2,6-Dichloropyridin-4-yl)methyl-2-amino-2-methylpropanoate hydrochloride